[K+].P(=O)(OCCC(C)C)([O-])[O-].[K+] isoamyl phosphate potassium salt